FC1=C(C=CC=2C=NSC21)NC=2C1=C(N=CN2)C=CC(=N1)N1CC2(CCN2C(C=C)=O)C1 1-(6-(4-((7-fluorobenzo[d]isothiazol-6-yl)amino)pyrido[3,2-d]pyrimidin-6-yl)-1,6-diazaspiro[3.3]heptan-1-yl)prop-2-en-1-one